ClC1=C(C=CC=C1)C=1C=C2C(CCOC2=CC1)NC(O[C@@H]1CN2CCC1CC2)=O (S)-quinuclidin-3-yl (6-(2-chlorophenyl)chroman-4-yl)carbamate